C(C)C1=C(C=C(C=C1)NC(C1=NC=CC(=C1)C(F)(F)F)=O)NC1=NC=CC=C1C1=C2N=CN(C2=NC=N1)C1OCCCC1 N-(4-ethyl-3-((3-(9-(tetrahydro-2H-pyran-2-yl)-9H-purin-6-yl)pyridin-2-yl)amino)phenyl)-4-(trifluoromethyl)picolinamide